C(C)O[Si](C(=CN(CC)CC)[SiH2]CNCCC[Si](OC)(OC)OC)(OCC)OCC 1-triethoxysilyl-2-(diethylamino)(trimethoxysilylpropylamino)methylsilyl-ethylene